L-carnitine magnesium 2-hydroxycitrate salt OC(C(=O)[O-])C(O)(C(=O)[O-])CC(=O)[O-].[Mg+2].O[C@@H](C[N+](C)(C)C)CC([O-])=O.OC(C(=O)[O-])C(O)(C(=O)[O-])CC(=O)[O-].[Mg+2].[Mg+2]